2-amino-3-cyano-4,5,6,7-tetrahydro-1-benzothiophene-6-carboxylic acid ethyl ester C(C)OC(=O)C1CC2=C(C(=C(S2)N)C#N)CC1